C(C1=CC=CC=C1)(=O)OC[C@H]1O[C@H]([C@@H](C1)OC(C)=O)N1C=2N=C(NC(C2N(C1=O)CC#C)=O)NC(C)=O ((2S,4R,5R)-5-(2-Acetamido-6,8-dioxo-7-(prop-2-yn-1-yl)-1,6,7,8-tetrahydro-9H-purin-9-yl)-4-acetoxytetrahydrofuran-2-yl)methyl benzoate